5-chloro-3-(4-nitrophenyl)-1-[4-(1,1,2,2,2-pentafluoroethoxy)phenyl]-1,2,4-triazole ClC1=NC(=NN1C1=CC=C(C=C1)OC(C(F)(F)F)(F)F)C1=CC=C(C=C1)[N+](=O)[O-]